C(C)C1=C(C=CC=C1)C1=CC=CC=C1 2-ethyl-1,1'-biphenyl